carbauridine [C@@H]1([C@H](C)[C@H](O)[C@@H](CO)O1)N1C(=O)NC(=O)C=C1